O=C1NC(CCC1N1C(C2=CC=C(C=C2C1=O)N1CC(CC1)(C)CO)=O)=O 2-(2,6-dioxopiperidin-3-yl)-5-[3-(hydroxymethyl)-3-methyl-pyrrolidin-1-yl]isoindole-1,3-dione